tert-Butyl N-[1-(cyanomethyl)cyclopropyl]carbamate C(#N)CC1(CC1)NC(OC(C)(C)C)=O